C(C1=CC=CC=C1)ON1[C@@H]2CC[C@H](N(C1=O)C2)C(=O)NOCCN(C(OC(C)(C)C)=O)C(C)C tert-butyl {2-[({[(2S,5R)-6-benzyloxy-7-oxo-1,6-diazabicyclo[3.2.1]oct-2-yl]carbonyl}amino)oxy]ethyl}propan-2-ylcarbamate